C(C)[C@@H]1N(CCOC1)C1=NC(=NC(=C1)CS(=O)(=O)C)C1=CC=C2C(=N1)C=C(N2)CO[Si](C(C)C)(C(C)C)C(C)C (3S)-3-ethyl-4-[6-(methanesulfonylmethyl)-2-[2-({[tris(propan-2-yl)silyl]oxy}methyl)-1H-pyrrolo[3,2-b]pyridin-5-yl]pyrimidin-4-yl]morpholine